C(=O)(O)[Cu]C(=O)O dicarboxyl-copper